cyclohex-3-en C1CC=CCC1